ClC1=C(C=C2C=CN(C2=C1)CCC1CCCCC1)F 6-chloro-1-(2-cyclohexylethyl)-5-fluoro-1H-indole